N-(tert-butoxycarbonyl)glutamine C(C)(C)(C)OC(=O)N[C@@H](CCC(N)=O)C(=O)O